5-phenylpiperidine-1,3-dicarboxylic acid 1-(tert-butyl) 3-methyl ester COC(=O)C1CN(CC(C1)C1=CC=CC=C1)C(=O)OC(C)(C)C